C(C)(=O)C1=NN(C2=CC=C(C=C12)C=1C=NC(=NC1)C)CC(=O)N1C[C@@H](CCC1)CNC(C1=NC(=CC=C1)Br)=O (S)-N-((1-(2-(3-acetyl-5-(2-methylpyrimidin-5-yl)-1H-indazol-1-yl)acetyl)piperidin-3-yl)methyl)-6-bromopicolinamide